Ethyl-(3-bromo-5-cyano-1H-indol-1-yl) hexanoate C(CCCCC)(=O)ON1C(=C(C2=CC(=CC=C12)C#N)Br)CC